4-(4-cyanobenzyloxy)-3-(pyridin-3-ylamino)benzo[d]isoxazole C(#N)C1=CC=C(COC2=CC=CC3=C2C(=NO3)NC=3C=NC=CC3)C=C1